N-(5-aminopentyl)-3-(6-(1-(2,2-difluorobenzo[d][1,3]dioxol-5-yl)cyclopropane-1-carboxamido)-3-methylpyridin-2-yl)benzamide NCCCCCNC(C1=CC(=CC=C1)C1=NC(=CC=C1C)NC(=O)C1(CC1)C1=CC2=C(OC(O2)(F)F)C=C1)=O